formyloxyaluminum lithium hydride [H-].[Li+].C(=O)O[Al+2].[H-].[H-]